2-chloro-N-(3-((4-((1-cycloheptylpiperidin-4-yl)(methyl)amino)-6,7-dimethoxyquinazolin-2-yl)(methyl)amino)propyl)acetamide ClCC(=O)NCCCN(C)C1=NC2=CC(=C(C=C2C(=N1)N(C)C1CCN(CC1)C1CCCCCC1)OC)OC